BrC1=C2CN(C(NC2=CC=C1F)=O)CC(=O)O (5-Bromo-6-fluoro-2-oxo-1,4-dihydroquinazolin-3-yl)acetic acid